N,N'-bis(2-phenyl-4-methylphenyl)oxalyl-diamine C1(=CC=CC=C1)C1=C(C=CC(=C1)C)NC(C(=O)NC1=C(C=C(C=C1)C)C1=CC=CC=C1)=O